(2R,4S)-1-(t-butoxycarbonyl)-4-(m-tolyl)pyrrolidine-2-carboxylic acid C(C)(C)(C)OC(=O)N1[C@H](C[C@H](C1)C=1C=C(C=CC1)C)C(=O)O